NC1=C([N+](=CC2=C(C(=CC=C12)F)C=1C(=NC(=CC1)F)OC)[O-])C(NCCC)=O 4-amino-7-fluoro-8-(6-fluoro-2-methoxypyridin-3-yl)-3-(propylcarbamoyl)isoquinoline 2-oxide